pentamethylenediamine tantalum [Ta].NCCCCCN